COC=1C=CC=C2C(=NC=NC12)NC1CCC1CP(O)(O)=O ((4-((8-methoxyquinazolin-4-yl)amino)cyclobutyl)methyl)phosphonic acid